5-(2-methylbutanoyl)-N-methylamino-3-(octahydroindolizin-7-yl)-benzofuran CC(C(=O)C=1C=CC2=C(C(=C(O2)NC)C2CCN3CCCC3C2)C1)CC